(E)-2-(((tert-butyldimethylsilyl)oxy)methyl)but-2-en-1-ol [Si](C)(C)(C(C)(C)C)OC\C(\CO)=C\C